1-[(2S,4R)-2-[4-(7-bromo-3,4-dihydro-1H-isoquinoline-2-carbonyl)-1H-imidazol-2-yl]-4-hydroxypyrrolidin-1-yl]-2-(3-methoxyisoxazol-5-yl)-3-methylbutan-1-one BrC1=CC=C2CCN(CC2=C1)C(=O)C=1N=C(NC1)[C@H]1N(C[C@@H](C1)O)C(C(C(C)C)C1=CC(=NO1)OC)=O